C[C@@]12C[C@H](N([C@H]2C1)C(CNC(CCCOC1=CC=CC2=CC=CC=C12)=O)=O)C(=O)O (1S,3S,5S)-5-methyl-2-((4-(naphthalen-1-yloxy)butyryl)glycyl)-2-azabicyclo[3.1.0]hexane-3-carboxylic acid